CC1=C(C=NC(=C1)N1N=CC(=C1)CN1C[C@@H](OCC1)C=1C(=C2COC(C2=CC1)=O)C)C#N (S)-4-methyl-6-(4-((2-(4-methyl-1-oxo-1,3-dihydroisobenzofuran-5-yl)morpholino)methyl)-1H-pyrazol-1-yl)pyridine-3-carbonitrile